1-{6-[methyl(piperidin-4-yl)amino]pyridin-2-yl}-6-{[1-(2-methylpropyl)-1H-pyrazol-4-yl]amino}-2-(prop-2-en-1-yl)-1H,2H,3H-pyrazolo[3,4-d]pyrimidin-3-one CN(C1=CC=CC(=N1)N1N(C(C=2C1=NC(=NC2)NC=2C=NN(C2)CC(C)C)=O)CC=C)C2CCNCC2